O=C1NC(CCC1N1C(C2=CC=C(C=C2C1=O)N1CCN(CC1)CC1CCN(CC1)C1=C(C=C(C(=C1)OC)[N+](=O)[O-])C)=O)=O 2-(2,6-dioxopiperidin-3-yl)-5-(4-((1-(5-methoxy-2-methyl-4-nitrophenyl)piperidin-4-yl)methyl)piperazine-1-yl)isoindoline-1,3-dione